ClC1=NC2=CC(=C(C=C2C=C1C=O)Cl)OC 2,6-dichloro-7-methoxyquinoline-3-carbaldehyde